FC1=CC(=C(C=C1)N(C=1C2=C(N=CN1)CN(CC2)C(=O)OC(C)(C)C)CC(=O)OC)C(F)(F)F Tert-Butyl 4-[[4-fluoro-2-(trifluoromethyl)phenyl](2-methoxy-2-oxoethyl)amino]-5H,6H,7H,8H-pyrido[3,4-d]pyrimidine-7-carboxylate